1-(6-((1R,5S,6s)-6-((4-(2-aminopropan-2-yl)-6-(4-fluorophenyl)pyridin-2-yl)oxy)-3-azabicyclo[3.1.0]hexane-3-carbonyl)-2-methylimidazo[1,2-a]pyridin-8-yl)azetidin-2-one NC(C)(C)C1=CC(=NC(=C1)C1=CC=C(C=C1)F)OC1[C@@H]2CN(C[C@H]12)C(=O)C=1C=C(C=2N(C1)C=C(N2)C)N2C(CC2)=O